Ethyl 3-oxo-6-[4-(trifluoromethyl) phenyl]-2,3-dihydropyridazine-4-carboxylate O=C1NN=C(C=C1C(=O)OCC)C1=CC=C(C=C1)C(F)(F)F